5-(3-hydroperoxybut-3-enamido)pentanoic acid O(O)C(CC(=O)NCCCCC(=O)O)=C